2-((5-(1-(((1r,4r)-4-(((tert-butyldimethylsilyl)oxy)methyl)cyclohexyl)methyl)piperidin-4-yl)pyridin-2-yl)amino)-7-cyclopentyl-N,N-dimethyl-7H-pyrrolo[2,3-d]pyrimidine-6-carboxamide [Si](C)(C)(C(C)(C)C)OCC1CCC(CC1)CN1CCC(CC1)C=1C=CC(=NC1)NC=1N=CC2=C(N1)N(C(=C2)C(=O)N(C)C)C2CCCC2